4,5-bis-(diphenylphosphino)-9,9-dimethylxanthene C1(=CC=CC=C1)P(C1=CC=CC=2C(C3=CC=CC(=C3OC12)P(C1=CC=CC=C1)C1=CC=CC=C1)(C)C)C1=CC=CC=C1